5-phenyltetrazol sodium bicarbonate C([O-])(O)=O.[Na+].C1(=CC=CC=C1)C1=NN=NN1